2-((2S)-2-amino-2-((1S,3R,5S)-3-(2-morpholinoethoxy)adamantan-1-yl)acetyl)-2-azabicyclo[3.1.0]hexane-3-carbonitrile N[C@H](C(=O)N1C2CC2CC1C#N)C12CC3(C[C@@H](CC(C1)C3)C2)OCCN2CCOCC2